C1(CCCCC1)SC[C@H](CC1=CC=CC=C1)N1C=NC=C1 (S)-1-(1-cyclohexylmercapto-3-phenyl-2-propyl)-imidazole